C[Si]1(CCC(CCC1)N1C(=CC2=C1N=C(S2)OC)C(=O)N)C (1,1-dimethylsilepan-4-yl)-2-methoxy-4H-pyrrolo[2,3-d]thiazole-5-carboxamide